N-Butyl-1,2-Benzisothiazolin-3-on C(CCC)N1SC2=C(C1=O)C=CC=C2